(1R,4R)-4-(4-(((R)-1-(3-((tert-butoxycarbonyl)amino)-5-(trifluoromethyl)phenyl)ethyl)amino)-7-methoxy-2-methylquinazolin-6-yl)cyclohexane-1-carboxylate C(C)(C)(C)OC(=O)NC=1C=C(C=C(C1)C(F)(F)F)[C@@H](C)NC1=NC(=NC2=CC(=C(C=C12)C1CCC(CC1)C(=O)[O-])OC)C